benzyl ((R)-((R)-1-((2S,3S,5R)-5-(5-fluoro-2,4-dioxo-3,4-dihydropyrimidin-1(2H)-yl)-3-hydroxytetrahydrofuran-2-yl)ethoxy)(naphthalen-1-yloxy)phosphoryl)-L-alaninate FC=1C(NC(N(C1)[C@H]1C[C@@H]([C@H](O1)[C@@H](C)O[P@@](=O)(OC1=CC=CC2=CC=CC=C12)N[C@@H](C)C(=O)OCC1=CC=CC=C1)O)=O)=O